6-(3-amino-1H-indazol-4-yl)-N-(3,5-dichlorophenyl)-1-naphthalenecarboxamide NC1=NNC2=CC=CC(=C12)C=1C=C2C=CC=C(C2=CC1)C(=O)NC1=CC(=CC(=C1)Cl)Cl